3-acetyl-6-methylpyran-2,4(3H)-dione C(C)(=O)C1C(OC(=CC1=O)C)=O